ClC1=NC=2CCC(CC2C(=N1)Cl)C1=CC=CC=C1 2,4-dichloro-6-phenyl-5,6,7,8-tetrahydroquinazoline